2-(1-(cyclopropylmethyl)-6-ethyl-1H-pyrrolo[2,3-b]pyridin-2-yl)-5-methoxy-3-methylimidazo[1,2-a]pyridine-7-carboxylic acid C1(CC1)CN1C(=CC=2C1=NC(=CC2)CC)C=2N=C1N(C(=CC(=C1)C(=O)O)OC)C2C